O1C(CCCC1)COC=1C=CC(=C2C=CC=NC12)NC(C=C)=O N-[8-{(tetrahydro-2H-pyran-2-yl)methoxy}quinolin-5-yl]acrylamide